C(C1CO1)OC(C[Si](OC)(OC)OC)C β-glycidoxypropyltriMethoxysilane